C(CC(O)(C(=O)O)CC(=O)[O-])(=O)[O-].[Ca+2] mono-calcium citrate